C1(=CC=C(C=C1)N1C2=CC=CC=C2SC=2C(=CC(=CC12)Cl)C1=CC=CC=C1)C1=CC=CC=C1 10-([1,1'-biphenyl]-4-yl)-2-chloro-4-phenyl-10h-phenothiazine